The molecule is a cytochalasan alkaloid isolated from Chaetomium globosum and Calonectria morganii. It has a role as a Chaetomium metabolite. It is a cytochalasan alkaloid, a member of indoles, a macrocycle, an epoxide and a secondary alpha-hydroxy ketone. C[C@H]\\1C/C=C/[C@H]2C3[C@](O3)([C@H]([C@@H]4[C@@]2(C(=O)/C=C/C(=O)[C@@H](/C(=C1)/C)O)C(=O)N[C@H]4CC5=CNC6=CC=CC=C65)C)C